C(C)(C)NC1=CC2=C(OCCN2)C=C1 N-isopropyl-3,4-dihydro-2H-benzo[b][1,4]oxazin-6-amine